4-(4-bromophenyl)-2-methyl-3-butyn-2-ol BrC1=CC=C(C=C1)C#CC(C)(O)C